3-fluoro-N-(methylsulfonyl)benzamide FC=1C=C(C(=O)NS(=O)(=O)C)C=CC1